C(C1=CC=CC=C1)N1N=C2C=C(C=CC2=C1)OC=1N=C(C2=C(N1)C=NC=C2)O 2-(2-benzyl-2H-indazol-6-yloxy)-pyrido[3,4-d]pyrimidin-4-ol